FC=1C=C2/C(/C3=NC4=CC(=CC=C4C(N3C2=CC1)=O)CNS(=O)(=O)C)=N/OC (Z)-N-((8-fluoro-6-(methoxyimino)-12-oxo-6,12-dihydroindolo[2,1-b]quinazolin-3-yl)methyl)methanesulfonamide